ClC=1C(=CC(=NC1)NC1CCC(CC1)NC(CO[C@H](C(=O)OC(C)(C)C)C)C)C1=NC(=CC=C1)NCC1(CCOCC1)C#N tert-butyl (2S)-2-(2-(((1r,4S)-4-((5'-chloro-6-(((4-cyanotetrahydro-2H-pyran-4-yl)methyl)amino)-[2,4'-bipyridin]-2'-yl)amino)cyclohexyl)amino)propoxy)propanoate